S1C=NC2=C1C=CC(=C2)CN(C(=O)[C@H]2N(CCC2)S(=O)(=O)C2=CC=C(C)C=C2)C2CCC(CC2)(F)F (S)-1-(Toluene-4-sulfonyl)-pyrrolidine-2-carboxylic acid benzothiazol-5-ylmethyl-(4,4-difluoro-cyclohexyl)-amide